FC1=CC=C(CN(C(=O)NCC2=CC=C(C=C2)OCC(C)C)C2CCN(CC2)C)C=C1 N-(4-fluorobenzyl)-N-(1-methylpiperidin-4-yl)-N'-(4-(2-methylpropyloxy)-phenylmethyl)urea